(((2S,4S)-4-((2-(((5-cyano-3-fluoropyridin-2-yl)oxy)methyl)pyrimidin-4-yl)oxy)-2-methylpiperidin-1-yl)methyl)-1-(((S)-tetrahydrofuran-2-yl)methyl)-1H-benzo[d]imidazole-6-carboxylic acid C(#N)C=1C=C(C(=NC1)OCC1=NC=CC(=N1)O[C@@H]1C[C@@H](N(CC1)CC1=NC2=C(N1C[C@H]1OCCC1)C=C(C=C2)C(=O)O)C)F